4-[[(2S,3R,4S,5R)-3-(5-chloro-3,4-difluoro-2-methoxy-phenyl)-4,5-dimethyl-5-(trifluoromethyl)tetrahydrofuran-2-carbonyl]amino]pyridine-2-carboxamide ClC=1C(=C(C(=C(C1)[C@@H]1[C@H](O[C@]([C@H]1C)(C(F)(F)F)C)C(=O)NC1=CC(=NC=C1)C(=O)N)OC)F)F